(R)-1-phenylethyl (1-(cyanomethyl)-4-(6-methyl-5-(methylsulfonamido)pyridin-2-yl)-1H-1,2,3-triazol-5-yl)carbamate C(#N)CN1N=NC(=C1NC(O[C@H](C)C1=CC=CC=C1)=O)C1=NC(=C(C=C1)NS(=O)(=O)C)C